2-(3-chloro-4-(9-((3-cyclopropyl-1,2,4-oxadiazol-5-yl)methyl)-6-(1-methylcyclopropoxy)-9H-purin-8-yl)phenyl)acetamide ClC=1C=C(C=CC1C=1N(C2=NC=NC(=C2N1)OC1(CC1)C)CC1=NC(=NO1)C1CC1)CC(=O)N